CC=1N=C(SC1C(=O)OCCC)NC(=O)C1CC(C1)NC1=NC=CC2=CC=C(C=C12)C1=NOC(=N1)C propyl 4-methyl-2-((1s,3s)-3-((7-(5-methyl-1,2,4-oxadiazol-3-yl)isoquinolin-1-yl)amino)cyclobutane-1-carboxamido)thiazole-5-carboxylate